2,9-dimethyl-4,7-phenanthroline CC1=CC2=C3C=C(C=NC3=CC=C2N=C1)C